ClC=1C=C(C=2CCC(C2C1)O)S(=O)(=O)NC1=C(C(=C(C=C1)F)C=1C=C2C=NC(=NC2=CC1)NC1CCN(CC1)CC(F)(F)F)F 6-chloro-N-[2,4-difluoro-3-(2-{[1-(2,2,2-trifluoroethyl)piperidin-4-yl]amino}quinazolin-6-yl)phenyl]-1-hydroxy-2,3-dihydro-1H-indene-4-sulfonamide